[Ir+3].FC1=C(C(=CC=C1)F)C1=NOC(=N1)[C@H]1C([C@@H]1C1=CC=C(C=C1)S(=O)(=O)N)(C)C 4-{(1R,3R)-3-[3-(2,6-difluorophenyl)-1,2,4-oxadiazol-5-yl]-2,2-dimethylcyclopropyl}benzenesulfonamide iridium (III)